NCCCS(=O)(=O)O 3-amino-propanesulfonic acid